bis-(2-hydroxyethyl)sulfonium Indole-3-acetate sodium salt [Na].N1C=C(C2=CC=CC=C12)CC(=O)[O-].OCC[SH+]CCO